C(#N)C1=NC(=CC(=C1)CNC(C1=CN=CC(=C1N1C[C@]2(CCCN2)CC1)C1=CC(=CC(=C1)F)F)=O)C N-[(2-cyano-6-methyl-4-pyridyl)methyl]-4-{(S)-1,7-diaza-7-spiro[4.4]nonyl}-5-(3,5-difluorophenyl)nicotinamide